ClC1=C(C=CC=C1)NC(CCC(=O)N1C(C2=CC=CC(=C2CC1)C)C1=CC=CC=C1)=O N-(2-Chlorophenyl)-4-(5-methyl-1-phenyl-3,4-dihydro-1H-isoquinolin-2-yl)-4-oxobutyric acid amide